(1S,2S)-N-(5-(5-chloro-6-fluoro-7-(1H-pyrrol-1-yl)-1H-indazol-4-yl)pyrazolo[1,5-a]pyridin-2-yl)-2-fluorocyclopropane-1-carboxamide ClC=1C(=C2C=NNC2=C(C1F)N1C=CC=C1)C1=CC=2N(C=C1)N=C(C2)NC(=O)[C@H]2[C@H](C2)F